isophthalic acid 1,3-phenylenoxyvinyl ester C12=CC(=CC=C1)OC=COC(C=1C=C(C(=O)O2)C=CC1)=O